N1CC(C1)N1N=CC(=C1)C1=C(C2=C(C(=N1)OC)C=CS2)NC2=CC=CC=C2 6-[1-(azetidin-3-yl)pyrazol-4-yl]-4-methoxy-N-phenyl-thieno[3,2-c]pyridin-7-amine